3-(2-benzyl-1,2,3,4-tetrahydroisoquinolin-5-yl)-3-phenylpropionic acid C(C1=CC=CC=C1)N1CC2=CC=CC(=C2CC1)C(CC(=O)O)C1=CC=CC=C1